N-(1-(4-Amino-6-(1-methylcyclopropyl)pyridin-2-yl)ethyl)-7-methoxy-6-(2-methoxyethoxy)-2-methylquinazolin-4-amine NC1=CC(=NC(=C1)C1(CC1)C)C(C)NC1=NC(=NC2=CC(=C(C=C12)OCCOC)OC)C